[Pb](I)I.[Sn] tin-lead iodide